[Sn].[Pt].[Ta].[Ir].[Ru] ruthenium iridium tantalum platinum tin